C1(CC1)N[C@H]1CCN(CC12CC2)C=2C1=CN(N=C1C(=C(C2)F)C(=O)NC=2C(=C(C=1N(C2)C=C(N1)C)F)OC)C 4-[(8S)-8-(cyclopropylamino)-5-azaspiro[2.5]octan-5-yl]-6-fluoro-N-(8-fluoro-7-methoxy-2-methyl-imidazo[1,2-a]pyridin-6-yl)-2-methyl-indazole-7-carboxamide